CC(CCOC=1C(=NN(C1)C=1C=NC=CC1)C(=O)OCC)(C)C ethyl 4-(3,3-dimethylbutoxy)-1-(pyridin-3-yl)-1H-pyrazole-3-carboxylate